2-((1R,4R)-4-(2-(2-(4-methoxypiperidin-1-yl)-2-oxoethyl)-6-(benzenesulfonyl)imidazo[4,5-d]Pyrrolo[2,3-b]Pyridin-1(6H)-yl)cyclohexyl)acetonitrile COC1CCN(CC1)C(CC1=NC=2C(=C3C(=NC2)N(C=C3)S(=O)(=O)C3=CC=CC=C3)N1C1CCC(CC1)CC#N)=O